6-(1-methyl-1,2,3,6-tetrahydropyridin-4-yl)-4-{[(3S)-piperidin-3-yl]amino}pyrido[3,2-d]pyrimidine-8-carboxamide CN1CCC(=CC1)C=1C=C(C=2N=CN=C(C2N1)N[C@@H]1CNCCC1)C(=O)N